O[C@H]1C[C@H]2C[C@H]([C@H]3[C@@H]4CC[C@H]([C@@H](CCC(=O)NCCS(=O)(=O)O)C)[C@]4([C@H](C[C@@H]3[C@]2(CC1)C)O)C)O 2-{[(3α,5β,7α,12α)-3,7,12-trihydroxy-24-oxocholan-24-yl]amino}ethanesulfonic acid